(S)-N-(5-Chloro-3-methyl-1H-pyrazol-4-yl)-5-fluoro-4-(6-hydroxy-5-methylpyrazin-2-yl)-2-((1,1,1-trifluoropropan-2-yl)oxy)benzamide ClC1=C(C(=NN1)C)NC(C1=C(C=C(C(=C1)F)C1=NC(=C(N=C1)C)O)O[C@H](C(F)(F)F)C)=O